FC(C1=C(C=CC(=C1)C(F)(F)F)NC(=O)C1=CC(=NC2=CC=CC=C12)C=1OC(=CC1)C)(F)F N-(2,4-bis(Trifluoromethyl)phenyl)-2-(5-methylfuran-2-yl)quinoline-4-carboxamide